8-chloro-4-(3-methoxy-2,6-dimethylphenyl)-[1,2,4]triazolo[4,3-a][1,6]naphthyridine ClC1=NC=C2C=C(C=3N(C2=C1)C=NN3)C3=C(C(=CC=C3C)OC)C